COC=1C(=C2C=CN(C2=C(C1)C)C(=O)OC(C)(C)C)CN1C(CN(CCC1)S(=O)(=O)C)C1=CC=C(C=C1)C(=O)OC tert-butyl 5-methoxy-4-((2-(4-(methoxycarbonyl)phenyl)-4-(methylsulfonyl)-1,4-diazepan-1-yl)methyl)-7-methyl-1H-indole-1-carboxylate